2-((3-methylisoxazol-5-yl)methyl)-6-(2-(methylthio)pyrimidin-5-yl)pyridazine-3(2H)-one CC1=NOC(=C1)CN1N=C(C=CC1=O)C=1C=NC(=NC1)SC